COCCN1C(CNC=2C1=NC(=CN2)C=2C=NC(=CC2C)C2=NNC=N2)=O 1-(2-methoxyethyl)-7-(4-methyl-6-(1H-1,2,4-triazol-3-yl)pyridin-3-yl)-3,4-dihydropyrazino[2,3-b]pyrazin-2(1H)-one